C(C1=CC=CC=C1)SC1=C(C#N)C=CC(=C1)C=O 2-(benzylthio)-4-formylbenzonitrile